ClC1=C(C=CC=C1)C1=CC(OC2=CC(=CC=C12)OC(C(=O)N1CCCC1)C)=O (3S)-1-[2-[4-(2-Chlorophenyl)-2-oxo-chromen-7-yl]oxypropanoyl]pyrrolidin